ClC=1C=C2C(=CC(=NC2=CC1)C(F)(F)F)NCC1(CNC1)N1N=C(C=C1)C(F)(F)F 6-chloro-2-(trifluoromethyl)-N-((3-(3-(trifluoromethyl)-1H-pyrazol-1-yl)azetidin-3-yl)methyl)quinolin-4-amine